N-(3-((6,7-dimethoxy-4-oxo-3,4-dihydrophthalazin-1-yl)methyl)phenyl)sulfonamide hydrochloride Cl.COC=1C=C2C(NN=C(C2=CC1OC)CC=1C=C(C=CC1)NS(=O)=O)=O